C(=O)(O)C(C(=O)O)=C carboxyl-(acrylic acid)